chloro-N-methyl-[2,4'-bipyridine] ClC1=C(N(CC=C1)C)C1=CC=NC=C1